N-(5-bromo-4-(2-(dimethylamino)ethoxy)pyridin-2-yl)-2'-cyclopropyl-4'-(5-methyl-1,2,4-oxadiazol-3-yl)-[1,1'-biphenyl]-4-carboxamide BrC=1C(=CC(=NC1)NC(=O)C1=CC=C(C=C1)C1=C(C=C(C=C1)C1=NOC(=N1)C)C1CC1)OCCN(C)C